CC1=CC(=NC=2N1C(=NN2)NC2=CC=CC=C2)C 5,7-dimethyl-N-phenyl-[1,2,4]triazolo[4,3-a]pyrimidin-3-amine